N-[4-[(6,7-dimethoxy-1,5-naphthyridin-4-yl)oxy]phenyl]-5-(4-fluorophenyl)-4-methoxy-6-methylpyridazine-3-carboxamide COC=1N=C2C(=CC=NC2=CC1OC)OC1=CC=C(C=C1)NC(=O)C=1N=NC(=C(C1OC)C1=CC=C(C=C1)F)C